COC1=C(C(=CC=C1)OC)N1C(=NC=2C1=NC(=CN2)NS(=O)(=O)C)C2=NC(=CC=C2)OCC(F)(F)F N-(1-(2,6-dimethoxyphenyl)-2-(6-(trifluoroethoxy)pyridin-2-yl)-1H-imidazo[4,5-b]pyrazin-6-yl)methanesulfonamide